CN(C(C)=O)[C@H]1C(=NN(C1)C(=O)N[C@@H](C)C=1C=NC(=CC1)C(F)(F)F)C1=CC=C(C=C1)C (R)-4-(N-methylacetamido)-3-(4-methylphenyl)-N-((S)-1-(6-(trifluoromethyl)pyridin-3-yl)ethyl)-4,5-dihydro-1H-pyrazole-1-carboxamide